FC1=C(C(=CC(=C1)C1C(COC2=CC(=CC=C12)O)C1=CC(=CC=C1)OC)F)N1CCC(CC1)CN1CCN(CC1)C=1C=C2CN(C(C2=CC1)=O)C1C(NC(CC1)=O)=O 3-(5-(4-((1-(2,6-difluoro-4-(7-hydroxy-3-(3-methoxyphenyl)chroman-4-yl)phenyl)piperidin-4-yl)methyl)piperazin-1-yl)-1-oxoisoindolin-2-yl)piperidine-2,6-dione